(4-(diphenylamino)phenyl)bithiophene-2-formaldehyde C1(=CC=CC=C1)N(C1=CC=C(C=C1)C1C(SC=C1)(C=1SC=CC1)C=O)C1=CC=CC=C1